ClC1=C2C(=NC(=N1)Cl)N(N=C2C(C)C)C 4,6-dichloro-1-methyl-3-(propan-2-yl)-1H-pyrazolo[3,4-d]pyrimidine